[4-(6-chloro-5-methylpyridin-3-yl)-3-{[(dimethylamino)methylene]Sulfamoyl}phenyl]-2-(2-chlorophenyl)acetamide ClC1=C(C=C(C=N1)C1=C(C=C(C=C1)C(C(=O)N)C1=C(C=CC=C1)Cl)S(N=CN(C)C)(=O)=O)C